2,4-diethoxypentane C(C)OC(C)CC(C)OCC